NC=1C(=C(C=C(C1)C#N)N1CCN(CC1)C1CN(CC1)C(=O)OC(C)(C)C)Cl tert-butyl 3-(4-(3-amino-2-chloro-5-cyanophenyl)piperazin-1-yl)pyrrolidine-1-carboxylate